SC1CCN(CCC1)C(=O)OC(C)(C)C tertbutyl 4-mercaptoazepane-1-carboxylate